C(C)N1N=C(C(=C1)C1=NC=NC2=CC(=C(C=C12)N1CCOCC1)OC)C1=CC=C(C=C1)F 4-(4-(1-ethyl-3-(4-fluorophenyl)-1H-pyrazol-4-yl)-7-methoxyquinazolin-6-yl)morpholine